FC1(CN(CC[C@H]1NC1=NN2C(C(=N1)OC)=C(C(=C2[2H])F)C=2C=CC1=C(N(N=N1)CCF)C2)C(CO)=O)F (R)-1-(3,3-difluoro-4-((6-fluoro-5-(1-(2-fluoroethyl)-1H-benzo[d][1,2,3]triazol-6-yl)-4-methoxypyrrolo[2,1-f][1,2,4]triazin-2-yl-7-d)amino)piperidin-1-yl)-2-hydroxyethan-1-one